BrCC([C@H](CCCC(=O)OCC1=CC=CC=C1)NC(=O)OC(C)(C)C)=O Benzyl (S)-7-bromo-5-((tert-butoxycarbonyl)amino)-6-oxoheptanoate